ClC=1C=C2C(=NC(=NC2=C(C1C1=C2C=NNC2=CC=C1C)F)NC1CCN(CC1)CC(F)(F)F)N1CCN(CC1)C(C=C)=O 1-(4-(6-chloro-8-fluoro-7-(5-methyl-1H-indazol-4-yl)-2-(1-(2,2,2-trifluoroethyl)piperidin-4-ylamino)quinazolin-4-yl)piperazin-1-yl)prop-2-en-1-one